OC(CC(=O)O)(C)C1=CC=C(C=C1)C 3-hydroxy-3-(p-tolyl)butanoic acid